1,5,9-Tri-methyl-1,5,9-cyclododecatriene CC1=CCCC(=CCCC(=CCC1)C)C